2-(6-(cyclopropanesulfonylamino)pyrazin-2-yl)-N-(4-(pyridin-3-yl)phenyl)acetamide C1(CC1)S(=O)(=O)NC1=CN=CC(=N1)CC(=O)NC1=CC=C(C=C1)C=1C=NC=CC1